9-(4-((1-(3-Fluoropropyl)azetidin-3-ylidene)methyl)phenyl)-8-(spiro[2.3]hexan-1-yl)-6,7-dihydro-5H-benzo[7]annulene-3-carboxylic acid FCCCN1CC(C1)=CC1=CC=C(C=C1)C1=C(CCCC2=C1C=CC(=C2)C(=O)O)C2CC21CCC1